2,4,6-TRINITROTOLUENE [N+](=O)([O-])C1=C(C)C(=CC(=C1)[N+](=O)[O-])[N+](=O)[O-]